2-Methoxy-5-phenoxybenzenesulfonyl chloride COC1=C(C=C(C=C1)OC1=CC=CC=C1)S(=O)(=O)Cl